bis(3,5-di-t-butyl-4-hydroxybenzyl)sulfide C(C)(C)(C)C=1C=C(CSCC2=CC(=C(C(=C2)C(C)(C)C)O)C(C)(C)C)C=C(C1O)C(C)(C)C